N(=NC(C)(CCCC)C)C(C)(CCCC)C 2,2'-azobis(2-methylhexane)